3-(6-((2-ethyl-5,7-dimethyl-3H-imidazo[4,5-b]pyridin-3-yl)methyl)pyridin-3-yl)-3'-methylbiphenyl-4-carboxylic Acid C(C)C1=NC=2C(=NC(=CC2C)C)N1CC1=CC=C(C=N1)C=1C=C(C=CC1C(=O)O)C1=CC(=CC=C1)C